NC1=C(C=C(C=N1)NC(=O)N[C@@H](C(F)(F)F)C=1OC2=C(C1C)C=C(C=C2F)F)F 1-(6-amino-5-fluoropyridin-3-yl)-3-[(1R)-1-(5,7-difluoro-3-methyl-1-benzofuran-2-yl)-2,2,2-trifluoroethyl]urea